C1(CC1)N1CCN(CC1)C(=O)C1=CC(=NC2=CC=CC=C12)C=1OC(=CC1)C (4-cyclopropylpiperazin-1-yl)(2-(5-methylfuran-2-yl)quinolin-4-yl)methanone